C1(=CC=CC=C1)[SH2+] phenylsulfonium